ethyl 5-methyl-5-(trifluoromethyl)-3-(((trifluoromethyl)sulfonyl)oxy)-4,5-dihydrofuran-2-carboxylate CC1(CC(=C(O1)C(=O)OCC)OS(=O)(=O)C(F)(F)F)C(F)(F)F